1-((1,2,3,5,6,7-Hexahydro-s-indacen-4-yl)carbamoyl)azetidine-3-carboxylic acid ethyl ester C(C)OC(=O)C1CN(C1)C(NC1=C2CCCC2=CC=2CCCC12)=O